C(CCCCCCC\C=C/C\C=C/CCCCC)(=O)OCCCCCCCCCC\C=C/CCCCCCCC gondoyl linoleate